4,8-Dioxa-undecan-1,11-diamin C(CCOCCCOCCCN)N